COC1=CC2=CC3=C(C(OC3)=O)C(=C2C=C1OC)C1=CC=C(C=C1)N(C)CCOC 6,7-dimethoxy-9-(4-((2-methoxyethyl)(methyl)amino)phenyl)naphtho[2,3-c]furan-1(3H)-one